C(C1=CC=CC=C1)OC1=CC=C(OCCCN2C(OCC2)=O)C=C1 3-[3-(4-benzyloxyphenoxy)propyl]oxazolidin-2-one